5-((6-aminopyrimidin-4-yl)amino)-4-methoxyisoindolin-1-one hydrochloride salt Cl.NC1=CC(=NC=N1)NC=1C(=C2CNC(C2=CC1)=O)OC